4-amino-7-fluoro-N-(2-fluoro-4-(trifluoromethyl)benzyl)-N-((3R,4R)-3-methoxytetrahydro-2H-pyran-4-yl)imidazo[1,5-a]quinoxaline-8-carboxamide NC=1C=2N(C3=CC(=C(C=C3N1)F)C(=O)N([C@H]1[C@H](COCC1)OC)CC1=C(C=C(C=C1)C(F)(F)F)F)C=NC2